3-(7-amino-1-isopropyl-3-methyl-1H-pyrazolo[4,3-b]pyridin-5-yl)pyridin-2(1H)-one NC1=C2C(=NC(=C1)C=1C(NC=CC1)=O)C(=NN2C(C)C)C